1-(4-((1-cyclobutylpiperidin-4-yl)oxy)phenyl)-3-isopropylurea C1(CCC1)N1CCC(CC1)OC1=CC=C(C=C1)NC(=O)NC(C)C